COC1=CC=C(C=C1)CN1C(C(CCC1=O)N1C(N(C2=C1C=CC(=C2)[N+](=O)[O-])C)=O)=O 1-[(4-methoxyphenyl)methyl]-3-(3-methyl-5-nitro-2-oxo-benzoimidazol-1-yl)piperidine-2,6-dione